C(\C=C(\C)/CCC=C(C)C)CC(=O)O.C(C)(=O)OC\C=C(\C)/CCC=C(C)C neryl acetate (NERYL ACETATE)